COC1=C(NCC#CC=2C=C(C3=C(N(C=N3)CC(F)(F)F)C2)C(=O)NC23CC(C2)(C3)NC(OC(C)(C)C)=O)C=CC(=C1)C(NC)=O tert-butyl N-[3-[[6-[3-[2-methoxy-4-(methylcarbamoyl)anilino]prop-1-ynyl]-1-(2,2,2-trifluoroethyl) benzimidazole-4-carbonyl]amino]-1-bicyclo[1.1.1]pentanyl]carbamate